5,6-dimethyl-1-(tetrahydro-2H-pyran-2-yl)-1H-indazol-4-yl trifluoromethanesulfonate FC(S(=O)(=O)OC1=C2C=NN(C2=CC(=C1C)C)C1OCCCC1)(F)F